OCCOCCNC(=O)C=1C=C2C(=NC1)N(C(=N2)NC=2SC1=C(N2)C=CC(=C1)C(F)(F)F)C N-[2-(2-Hydroxyethoxy)ethyl]-3-methyl-2-[[6-(trifluoromethyl)-1,3-benzothiazol-2-yl]amino]imidazo[4,5-b]pyridine-6-carboxamide